N1C=CC2=CC=C(C=C12)NC(NC(CC(=O)N(C)C)C1=CC2=C(SCCN2CC2=CC=CC=C2)C=C1)=O 3-(3-(1H-indol-6-yl)ureido)-3-(4-benzyl-3,4-dihydro-2H-benzo[b][1,4]thiazin-6-yl)-N,N-dimethylpropionamide